(R)-1-cyclopropylethyl (4-cyclobutyl-3-(2,2-difluorocyclopropyl)-1-methyl-1H-pyrazol-5-yl)carbamate C1(CCC1)C=1C(=NN(C1NC(O[C@H](C)C1CC1)=O)C)C1C(C1)(F)F